FC1=CC=C(C=C1)C(CSC)N1C[C@@H](N(C[C@H]1C)C1=CC(N(C=2C=CC(=NC12)C#N)C)=O)C 8-[(2S,5R)-4-(1-(4-fluorophenyl)-2-(methylthio)ethyl)-2,5-dimethylpiperazin-1-yl]-5-methyl-6-oxo-5,6-dihydro-1,5-naphthyridine-2-carbonitrile